3-hydroxy-2-((((9Z,12Z)-octadeca-9,12-dienoyl)oxy)methyl)propyl 4-butylcyclohexane-1-carboxylate C(CCC)C1CCC(CC1)C(=O)OCC(CO)COC(CCCCCCC\C=C/C\C=C/CCCCC)=O